S1C(=CC=C1)S(=O)(=O)N1CC2(C1)CCN(CC2)C2=CC(NC1=CC=CC=C21)=O 4-(2-(thiophene-2-ylsulfonyl)-2,7-diazaspiro[3.5]nonan-7-yl)quinolin-2(1H)-one